[Na+].N1C(=CC2=CC=CC=C12)CC(=O)[O-] Indoleacetic acid sodium salt